COC1=CC=C(C=C1)C12CCC(CC1)(CC2)CN(C(=O)C2CCCCC2)C=2C=C(C=CC2)/C(=C/C(=O)OC)/C Methyl (E)-3-(3-(N-((4-(4-methoxyphenyl)bicyclo[2.2.2]octan-1-yl)methyl)cyclohexanecarboxamido)phenyl)but-2-enoate